2,8-dibromo-6,6,12,12-tetradodecyl-6,12-dihydroindeno[1,2-b]fluorene BrC=1C=CC=2C=3C=C4C(=CC3C(C2C1)(CCCCCCCCCCCC)CCCCCCCCCCCC)C1=CC=C(C=C1C4(CCCCCCCCCCCC)CCCCCCCCCCCC)Br